(S)-3-(2-(3-(aminomethyl)pyrrolidin-1-yl)ethyl)-4-(cyclopropylmethoxy)benzonitrile disuccinate C(CCC(=O)O)(=O)O.C(CCC(=O)O)(=O)O.NC[C@H]1CN(CC1)CCC=1C=C(C#N)C=CC1OCC1CC1